S(=O)(=O)=NS(=O)(=O)C1=CC(=CC=C1)F sulfonyl-3-fluorobenzenesulfonamide